2-(methylthio)-7-(naphthalen-1-yl)-6,7-dihydro-5H-pyrano[2,3-d]pyrimidin-4-ol CSC=1N=C(C2=C(N1)OC(CC2)C2=CC=CC1=CC=CC=C21)O